BrC=1C=C(C(=NC1)[N+](=O)[O-])O[C@@H](C)C1=CC=C(C#N)C=C1 4-{(1S)-1-[(5-bromo-2-nitropyridin-3-yl)oxy]ethyl}benzonitrile